1-(4-((3-methyl-4-((6-methylpyridin-3-yl)oxy)phenyl)amino)-7,8-dihydro-5H-pyrido[3',4':4,5]pyrrolo[2,3-d]pyrimidin-6(9H)-yl)prop-2-en-1-one CC=1C=C(C=CC1OC=1C=NC(=CC1)C)NC=1C2=C(N=CN1)NC1=C2CN(CC1)C(C=C)=O